2-ethyl-1,3-dimethyl-2-adamantanol C(C)C1(C2(CC3CC(CC1(C3)C)C2)C)O